CC1=C(C(=CC(=C1)C)C)S(=O)(=O)[O-].N[N+]1=C(C(=NC(=C1)C1=CC=C(C=C1)C(F)F)C=1C=NN(C1)C)N 1,2-diamino-5-(4-(difluoromethyl)phenyl)-3-(1-methyl-1H-pyrazol-4-yl)pyrazin-1-ium 2,4,6-trimethylbenzenesulfonate